silver(I) dihydrogen phosphate P(=O)(O)(O)[O-].[Ag+]